C(C)(=O)OC([C@H](OC)[C@@H](OC)[C@H](OC(C)=O)[C@H](OC(C)=O)COC)[2H] 1,4,5-Tri-O-acetyl-1-deuterio-2,3,6-Tri-O-methyl-D-glucitol